ethyl 2-{5'-fluoro-3-isopropyl-1'-methyl-[4,6'-biindazol]-1-yl}acetate FC=1C=C2C=NN(C2=CC1C=1C=2C(=NN(C2C=CC1)CC(=O)OCC)C(C)C)C